C(C)OC1=CC=C(C=N1)C1=C(C(=O)O)C=C(C=C1)NC(=O)C1(CC1)C1=C(C=C(C=C1)C(F)(F)F)F 2-(6-Ethoxypyridin-3-yl)-5-[({1-[2-fluoro-4-(trifluoromethyl)phenyl]cyclopropyl}carbonyl)amino]benzoic acid